BrC=1C=C(C(NC1)=O)I 5-bromo-3-iodopyridine-2(1H)-one